CC1=NNC2=CC=C(C=C12)C#N 3-methyl-1H-indazole-5-carbonitrile